NC1=C(C(=O)OC(C)(C)C)C=CC(=C1)N1CCN(CC1)C tert-Butyl 2-amino-4-(4-methylpiperazin-1-yl)benzoate